CC=1C=C2C(C(NC2=CC1)=O)=NN=C1SCC(N1C1=CC=C(C=C1)C)=O 5-methyl-3-(2-(3-(4-methylphenyl)-4-oxothiazolidine-2-ylidene)hydrazono)-1H-indol-2-one